N-{1-(4,4-Dimethylcyclohexylidene)-2-oxo-2-[(2-oxospiro[1H-indole-3,4'-oxane]-6-yl)amino]ethyl}-2-methylpyrazole-3-carboxamide CC1(CCC(CC1)=C(C(NC1=CC=C2C(=C1)NC(C21CCOCC1)=O)=O)NC(=O)C=1N(N=CC1)C)C